4-(3,3-dimethylpiperazin-1-yl)-N-(2-methylimidazo[1,2-a]pyridin-6-yl)-2,3-dihydro-1H-pyrrolo[2,3-b]pyridine-1-carboxamide 2,2,2-trifluoroacetate FC(C(=O)O)(F)F.CC1(CN(CCN1)C1=C2C(=NC=C1)N(CC2)C(=O)NC=2C=CC=1N(C2)C=C(N1)C)C